[N+](=O)([O-])C1=CC=C(OCCO)C=C1 2-(4-nitrophenoxy)ethanol